NC=1C(=NC(=C(N1)F)Br)C=1C=C2C(=C(NC(C2=C(C1)F)=O)C)Cl 6-(3-amino-6-bromo-5-fluoropyrazin-2-yl)-4-chloro-8-fluoro-3-methylisoquinolin-1(2H)-one